C(C1=CC=CC=C1)ON=NC(=NN)C1(CC1)S(=O)(=O)CC(C)(O)C 1-((1-((benzyloxy)formazanYl)cyclopropyl)sulfonyl)-2-methylpropan-2-ol